ClC=1C(=NN(C1)CNC=O)C N-((4-chloro-3-methyl-pyrazole-1-yl)methyl)formamide